BrC1=CC=C(C=C1)C=1C(=CC2=CC=CC=C2C1)P(C)=O (3-(4-bromophenyl)naphthalen-2-yl)(methyl)phosphine oxide